CN(C)CC1=CC(=CC(=N1)N)C1COCC1 6-((dimethylamino)methyl)-4-(tetrahydrofuran-3-yl)pyridin-2-amine